N,N'-di-tertbutylethylenediamine C(C)(C)(C)NCCNC(C)(C)C